C(C)(=O)N1[C@@H](C[C@H](C1)F)C(=O)O (2S,4R)-1-acetyl-4-fluoropyrrolidine-2-carboxylic acid